ClC=1C(=NC(=NC1)NC1CCOCC1)C1=CC=C2CN(C(C2=C1)=O)CC(=O)N[C@](CO)(C)C1=CC=CC=C1 2-(6-{5-chloro-2-[(oxacyclohex-4-yl)amino]pyrimidin-4-yl}-1-oxo-2,3-dihydro-1H-isoindol-2-yl)-N-[(2R)-1-hydroxy-2-phenylpropan-2-yl]acetamide